O=C1N(C(C2=CC=CC=C12)=O)C[C@@H]1N(CCN(C1)C(=O)OCC1=CC=CC=C1)C(=O)OC(C)(C)C (S)-4-Benzyl 1-tert-butyl 2-((1,3-dioxoisoindolin-2-yl)methyl)piperazine-1,4-dicarboxylate